8-(2-fluoro-4-(2-morpholinoethoxy)phenyl)-N-(4-(piperazin-1-yl)phenyl)quinazolin-2-amine FC1=C(C=CC(=C1)OCCN1CCOCC1)C=1C=CC=C2C=NC(=NC12)NC1=CC=C(C=C1)N1CCNCC1